2,9-Dimethylquinolino[2,3-b]acridine-7,14(5H,12H)-dione CC=1C=CC=2NC=3C=C4C(=CC3C(C2C1)=O)NC1=CC=C(C=C1C4=O)C